2-[[2,4-difluoro-6-(2-trimethylsilylethoxymethoxy)phenyl]methyl]-N,N-diethyl-thiophene-3-carboxamide FC1=C(C(=CC(=C1)F)OCOCC[Si](C)(C)C)CC=1SC=CC1C(=O)N(CC)CC